C(C=C)C1(NC2=CC=CC=C2C1=O)CC=C 2,2-diallylindol-3-one